(R)-5-(1-fluoro-3-hydroxy-8-(isopentylamino)-6,7,8,9-tetrahydro-5H-benzo[7]annulen-2-yl)-1,2,5-thiadiazolidin-3-one 1,1-dioxide FC1=C(C(=CC2=C1C[C@@H](CCC2)NCCC(C)C)O)N2CC(NS2(=O)=O)=O